COC=1C=C(C(=O)NC2=C(C=CC=C2)C(NCCN2CCOCC2)=O)C=C(C1OC)OC 3,4,5-trimethoxy-N-(2-[(2-morpholin-4-ylethyl)carbamoyl]phenyl)benzamide